(4aS,6R)-6-(2,3-dichloro-6-hydroxyphenyl)-3-(hydroxymethyl)hexahydro-1H-pyrrolo[1,2-c][1,3]oxazin-1-one ClC1=C(C(=CC=C1Cl)O)[C@H]1C[C@@H]2N(C(OC(C2)CO)=O)C1